FC1=CC(=CC=2N(C(=NC21)C)C2CCN(CC2)C)C2=CNC1=NC=C(C=C12)C 4-fluoro-2-methyl-6-(5-methyl-1H-pyrrolo[2,3-b]pyridin-3-yl)-1-(1-methylpiperidin-4-yl)-1H-benzo[d]imidazole